4-(((tert-butoxycarbonyl)amino)methyl)benzoic acid C(C)(C)(C)OC(=O)NCC1=CC=C(C(=O)O)C=C1